N-(2-(5-(6-ethoxy-1H-pyrazolo[3',4':3,4]pyrazolo[1,5-a]pyridin-4-yl)pyridin-2-yl)-2,6-diazaspiro[3.5]nonan-6-yl)-2-chloro-6-fluorobenzamide C(C)OC=1C=C(C=2N(C1)N=C1C2C=NN1)C=1C=CC(=NC1)N1CC2(C1)CN(CCC2)NC(C2=C(C=CC=C2F)Cl)=O